4-[7-({8-[2-methoxy-4-trifluoromethylphenyl]quinazolin-2-yl}amino)-2,3-dihydro-1-benzofuran-4-yl]piperidin-4-ol COC1=C(C=CC(=C1)C(F)(F)F)C=1C=CC=C2C=NC(=NC12)NC1=CC=C(C=2CCOC21)C2(CCNCC2)O